O1C=C(C2=C1C=CC=C2)CCN 2-(benzofuran-3-yl)ethane-1-amine